disodium capryloyl glutamate N[C@@H](CCC(=O)[O-])C(=O)OC(CCCCCCC)=O.[Na+].[Na+].C(CCCCCCC)(=O)OC([C@@H](N)CCC(=O)[O-])=O